FC1=C(C=C(C=C1)CC1=NNC(C2=CC=CC=C12)=O)C1=CC2=C(NC(=N2)NC(=O)NCCC)C=C1 1-(5-(2-fluoro-5-((4-oxo-3,4-dihydrophthalazin-1-yl)methyl)phenyl)-1H-benzimidazol-2-yl)-3-propylurea